C(C1=CC=CC=C1)NP(=O)(Cl)CC1=CC2=C(SC(=C2)C(=O)OCC=C)C=C1 allyl 5-(((benzylamino)chlorophosphoryl)methyl)benzo[b]thiophene-2-carboxylate